N-methyl-para-nitroaniline CNC1=CC=C(C=C1)[N+](=O)[O-]